(imidazo[1,2-a]pyridin-3-ylmethyl)-N-(3-(4-methyl-1H-imidazol-1-yl)-5-(trifluoromethyl)phenyl)indoline-6-carboxamide N=1C=C(N2C1C=CC=C2)CN2CCC1=CC=C(C=C21)C(=O)NC2=CC(=CC(=C2)C(F)(F)F)N2C=NC(=C2)C